R-5-Chloropyridin-3-yl 3-deoxy-3-[4-(3,4,5-trifluorophenyl)-1H-1,2,3-triazol-1-yl]-α-D-galactopyranosyl sulfoxide FC=1C=C(C=C(C1F)F)C=1N=NN(C1)[C@@H]1[C@H]([C@H](O[C@@H]([C@@H]1O)CO)[S@](=O)C=1C=NC=C(C1)Cl)O